trans-benzyl (4-((4-fluorophenyl)amino)cyclohexyl)-carbamate FC1=CC=C(C=C1)N[C@@H]1CC[C@H](CC1)NC(OCC1=CC=CC=C1)=O